BrC=1SC(=C(N1)\C=N\NS(=O)(=O)C1=CC=C(C=C1)C)Br N'-[(1E)-(2,5-dibromo-1,3-thiazol-4-yl)methylidene]-4-methylbenzenesulfonohydrazide